trans-6-(4-(4-(4-chlorophenyl)-5-methyl-4H-1,2,4-triazol-3-yl)cyclohexyl-oxy)pyridin-3-ol ClC1=CC=C(C=C1)N1C(=NN=C1C)[C@@H]1CC[C@H](CC1)OC1=CC=C(C=N1)O